carbon chromene O1CC=CC2=CC=CC=C12.[C]